tert-butyl (R)-3-((S)-1-(tert-butoxy)-3-(3-((2-ethoxy-2-oxoethyl)amino)phenyl)-1-oxopropane-2-yl)pyrrolidine-1-carboxylate C(C)(C)(C)OC([C@@H](CC1=CC(=CC=C1)NCC(=O)OCC)[C@@H]1CN(CC1)C(=O)OC(C)(C)C)=O